C[C@H]1N(CCOC1)C=1C=C2C3=C(N(N=C3CCN(C2C)S(=O)(=O)C=C)C2=NNC=C2)N1 (3R)-3-methyl-4-(6-methyl-2-(1H-pyrazol-3-yl)-7-(vinylsulfonyl)-6,7,8,9-tetrahydro-2H-1,2,3,7-tetraazabenzo[cd]azulene-4-yl)morpholine